C(C)N1N=CC(=C1)C=O 1-ethyl-1H-pyrazole-4-carbaldehyde